(2-Benzothiazolylthio)acetic acid S1C(=NC2=C1C=CC=C2)SCC(=O)O